3-(dimethoxymethyl)-5-(3-pyridyl)-1H-pyrazole COC(C1=NNC(=C1)C=1C=NC=CC1)OC